5-(3-(6-bromobenzo[d]oxazole-2-carboxamido)phenyl)-2,5-dimethyl-1,1-dioxo-1,2,4-thiadiazin BrC1=CC2=C(N=C(O2)C(=O)NC=2C=C(C=CC2)C2(N=CN(S(C2)(=O)=O)C)C)C=C1